hydroxyethylamine phosphate P(=O)(O)(O)O.OCCN